FC(C=1C=CC(=NC1)N[C@@H]1CC[C@H](CC1)S(=O)(=O)C1=CC=C(C=C1)C1=CC(=NC=C1)C1(CCC1)O)(F)F 1-(4-(4-((trans-4-((5-(trifluoromethyl)pyridin-2-yl)amino)cyclohexyl)sulfonyl)phenyl)pyridin-2-yl)cyclobutan-1-ol